C(#C)C1=CC(N(C=2N=C(N=CC21)NC2=C(C=CC=C2)OC)C=2C=C(C=CC2)NC(C=C)=O)=O N-(3-(5-Ethynyl-2-((2-methoxyphenyl)amino)-7-oxopyrido[2,3-d]pyrimidin-8(7H)-yl)phenyl)acrylamide